(5S,8S,10aR)-8-(((S)-5-amino-1-(benzhydrylamino)-1,5-dioxopentan-2-yl)carbamoyl)-5-((tert-butoxycarbonyl)amino)-6-oxooctahydropyrrolo[1,2-a][1,5]diazocin NC(CC[C@@H](C(=O)NC(C1=CC=CC=C1)C1=CC=CC=C1)NC(=O)[C@@H]1CC[C@H]2N1C([C@H](CNCC2)NC(=O)OC(C)(C)C)=O)=O